rac-(6-Cyclopropyl-imidazo[1,5-a]pyridin-5-yl)-[1-(4-methoxy-phenyl)-1H-[1,2,3]triazol-4-yl]-methanol C1(CC1)C=1C=CC=2N(C1[C@@H](O)C=1N=NN(C1)C1=CC=C(C=C1)OC)C=NC2 |r|